N-(4-ethoxy-5-(4-ethylpiperazin-1-yl)pyridin-2-yl)-1-ethyl-1H-imidazo[4,5-h]quinazolin-8-amine C(C)OC1=CC(=NC=C1N1CCN(CC1)CC)NC1=NC=2C3=C(C=CC2C=N1)N=CN3CC